NC1=NC2=CC(=CC(=C2C=C1)F)CCC=1[C@H]([C@H]([C@@H](C1)N1C=CC2=C1N=CN=C2N)O)O (1S,2R,5R)-3-(2-(2-amino-5-fluoroquinolin-7-yl)ethyl)-5-(4-amino-7H-pyrrolo[2,3-d]pyrimidin-7-yl)cyclopent-3-ene-1,2-diol